Cl.Cl.NC=1N=CN(C1)CCC=O 3-(4-AMINO-IMIDAZOL-1-YL)-PROPIONALDEHYDE 2HCL